(rac)-(2s,4s)-2-(6-(3-(tert-butyl)phenyl)-2-azaspiro[3.4]octane-2-carbonyl)-8-methyl-7-oxa-5-azaspiro[3.4]octan-6-one C(C)(C)(C)C=1C=C(C=CC1)C1CC2(CN(C2)C(=O)C2CC3(C2)NC(OC3C)=O)CC1